CC1=NC2=C(N1)C=C(C=C2)OC2=C(C=1N=C(C=NC1C=C2)C=2C=NN(C2)CC2CCN(CC2)C)C#N 6-((2-Methyl-1H-benzo[d]imidazol-6-yl)oxy)-3-(1-((1-methylpiperidin-4-yl)methyl)-1H-pyrazol-4-yl)quinoxaline-5-carbonitrile